C([O-])([O-])=O.[Y+3].NC1=C2N=CN(C2=NC(=N1)C1=NNC=C1)C1CCC(CC1)C(=O)NC=1SC=C(N1)C.C([O-])([O-])=O.C([O-])([O-])=O.[Y+3] 4-[6-amino-2-(1H-pyrazol-3-yl)-9H-purin-9-yl]-N-(4-methyl-1,3-thiazol-2-yl)cyclohexanecarboxamide Yttrium carbonat